4-[4-Cyano-6-(4-chloro-2,6-dimethyl-benzyl)-3-hydroxy-pyridin-2-yl]-4-oxo-butyric acid ethyl ester C(C)OC(CCC(=O)C1=NC(=CC(=C1O)C#N)CC1=C(C=C(C=C1C)Cl)C)=O